Isobutyrate C(C(C)C)(=O)[O-]